(E)-3-(phenylsulfonyl)-1-(p-tolyl)-2-propen-1-one C1(=CC=CC=C1)S(=O)(=O)/C=C/C(=O)C1=CC=C(C=C1)C